O=C(C(C)NS(=O)(=O)C)N1CC2=CC(=CC=C2CC1)OC1=CC=C(C=C1)C(F)(F)F N-(1-oxo-1-(7-(4-(trifluoromethyl)phenoxy)-3,4-dihydroisoquinolin-2(1H)-yl)propan-2-yl)methanesulfonamide